tris[(trifluoromethyl)sulfonyl]methide [C-](S(=O)(=O)C(F)(F)F)(S(=O)(=O)C(F)(F)F)S(=O)(=O)C(F)(F)F